2-(phenylamino)pyrimidine-4-carboxylic acid C1(=CC=CC=C1)NC1=NC=CC(=N1)C(=O)O